NC1=C2CC[C@@H](N(C2=CC=C1N[C@@H]1CC([C@H](CC1)C(=O)OC)(C)C)C(=O)OC)C methyl (2S)-5-amino-6-[[trans-4-(methoxycarbonyl)-3,3-dimethyl cyclohexyl]amino]-2-methyl-1,2,3,4-tetrahydroquinoline-1-carboxylate